CC1(CC(C1)N)OC=1C=2N(C=C(N1)C=1C=NN(C1)C)N=CC2 3-methyl-3-((6-(1-methyl-1H-pyrazol-4-yl)pyrazolo[1,5-a]pyrazin-4-yl)oxy)cyclobutan-1-amine